CN1C(=NN=C1C1=NC=NC=C1)CNC=1C=C(C(=O)N[C@H](C)C=2C=C(OCCCCCCOCC(=O)O)C=CC2)C=CC1 (R)-2-(6-(3-(1-(3-((4-methyl-5-(pyrimidin-4-yl)-4H-1,2,4-triazol-3-yl)methylamino)benzamido)ethyl)phenoxy)hexyloxy)acetic acid